1-(5-methyl-4,5,6,7-tetrahydrobenzo[b]thiophen-5-yl)pyrrolidine hydrochloride Cl.CC1(CC2=C(SC=C2)CC1)N1CCCC1